ClC1=C2C(=CNC2=C(C=C1)N1CCC(CC1)C=1C=NC(=NC1)N1CCC(CC1)C(OCCCC)OCCCC)C#N 4-Chloro-7-(4-{2-[4-(dibutoxymethyl)piperidin-1-yl]pyrimidin-5-yl}piperidin-1-yl)-1H-indole-3-carbonitrile